5-benzyloxybenzyl-acetyl-1-(1-hydroxy-2-ethoxy)methyl-barbiturate C(C1=CC=CC=C1)OC=1C=CC=C(CC2(C(NC(N(C2=O)COCCO)=O)=O)C(C)=O)C1